C(CCCCCCCCCCCCCCC(C)C)C1=C2NC(=C1)C=C1C=CC(=N1)C=C1C=CC(N1)=CC=1C=CC(N1)=C2 isostearyl-porphyrin